(S)-N1-(2-aminoethyl)-N4-(4-((2-(2-cyano-4,4-difluoropyrrolidin-1-yl)-2-oxoethyl)carbamoyl)quinolin-8-yl)succinamide NCCNC(CCC(=O)NC=1C=CC=C2C(=CC=NC12)C(NCC(=O)N1[C@@H](CC(C1)(F)F)C#N)=O)=O